C[SiH](CCCNC(COCCOCCOC)=O)C 15-methyl-10-oxo-2,5,8-trioxa-11-aza-15-silahexadecan